ClC(C(=O)N1C(OC(C1)C)(C)C)Cl 3-dichloroacetyl-2,2,5-Trimethyl-1,3-oxazolidine